C1NCN2CNCCC21 octahydroimidazolo[1,5-c]pyrimidine